ClC1=NC=C(C(=O)N)C(=C1)NC1=C(C=CC=C1)OCC1CC1 6-chloro-4-(2-(cyclopropylmethoxy)phenylamino)nicotinamide